tert-butyl N-[3-[5-(2,5-difluorophenyl)-3-[methoxy(methyl)carbamoyl]-2-phenyl-1,3,4-thiadiazol-2-yl]propyl]-N-(4-methoxy-2-pyridyl)carbamate FC1=C(C=C(C=C1)F)C1=NN(C(S1)(C1=CC=CC=C1)CCCN(C(OC(C)(C)C)=O)C1=NC=CC(=C1)OC)C(N(C)OC)=O